3-(4-(((1s,4S)-4-(aminomethyl)cyclohexyl)((1s,4S)-4-methylcyclohexyl)amino)-1-oxoisoindolin-2-yl)piperidine-2,6-dione NCC1CCC(CC1)N(C1=C2CN(C(C2=CC=C1)=O)C1C(NC(CC1)=O)=O)C1CCC(CC1)C